racemic-tert-butyl 3-amino-5-(methylcarbamoyl)piperidine-1-carboxylate NC1CN(CC(C1)C(NC)=O)C(=O)OC(C)(C)C